1-(5-(6-chloro-7-fluoro-3-(1H-imidazol-1-yl)-5-methoxy-1-methyl-1H-indol-2-yl)-4H-1,2,4-triazol-3-yl)-2-methoxyethanol ClC1=C(C=C2C(=C(N(C2=C1F)C)C=1NC(=NN1)C(COC)O)N1C=NC=C1)OC